CN1CCN(CC1)CCCNC(=O)C1=NC(=CC=C1)NC1=CC=C(C=C1)\C=C\C1=NC=CC=C1 N-[3-(4-methylpiperazin-1-yl)propyl]-6-({4-[(E)-2-(pyridin-2-yl)vinyl]phenyl}amino)pyridine-2-carboxamide